BrC=1C=CC(=C(C1)C1=C(C=CC=C1)Cl)S(=O)(=O)N1[C@@H](C[C@@](CC1)(C(=O)NC\C=C/C(=O)N1CC(C1)(F)F)F)C (2R,4S)-1-((5-bromo-2'-chloro-[1,1'-biphenyl]-2-yl)sulfonyl)-N-((Z)-4-(3,3-difluoroazetidin-1-yl)-4-oxobut-2-en-1-yl)-4-fluoro-2-methylpiperidine-4-carboxamide